4-(4-(7-((3,5-Dimethoxyphenyl)(2-(isopropylamino)ethyl)amino)quinoxalin-2-yl)-1H-pyrazole-1-yl)-N-hydroxybutyramide COC=1C=C(C=C(C1)OC)N(C1=CC=C2N=CC(=NC2=C1)C=1C=NN(C1)CCCC(=O)NO)CCNC(C)C